1-cyclopropyl-3-(5-(5-methoxybenzo[d]oxazol-2-yl)-8-(methylamino)-2,7-naphthyridin-3-yl)urea C1(CC1)NC(=O)NC=1N=CC2=C(N=CC(=C2C1)C=1OC2=C(N1)C=C(C=C2)OC)NC